C(C)OC(=O)C1=NOC(=N1)COC1=CC=C(C=C1)C(C)(C)C1=CC=C(C=C1)OCCCNC(=O)OC(C)(C)C 5-((4-(2-(4-(3-((tert-butoxycarbonyl)amino)propoxy)phenyl)propan-2-yl)phenoxy)methyl)-1,2,4-oxadiazole-3-carboxylic acid ethyl ester